CC1=NC2=C3C(=C(C=C2C(=N1)O)O[C@@H]1COCC1)OC=C3 (S)-2-methyl-6-((tetrahydrofuran-3-yl)oxy)furo[2,3-h]quinazolin-4-ol